2-(6-(5-chloro-2-((oxacyclohex-4-yl)amino)pyrimidin-4-yl)-1-oxoisoindolin-2-yl)-3-methoxypropionic acid ClC=1C(=NC(=NC1)NC1CCOCC1)C1=CC=C2CN(C(C2=C1)=O)C(C(=O)O)COC